(3S,4r)-4-[(1S)-1-aminoethyl]-3-fluoropiperidine-1-carboxylic acid tert-butyl ester C(C)(C)(C)OC(=O)N1C[C@H]([C@H](CC1)[C@H](C)N)F